BrC1=CC=C(C=C1)NNC(CC1NC(C(C1=O)=C(C)NNC1=CC=C(C=C1)C)=O)=O N'-(4-bromophenyl)-2-(4-(1-(2-(4-methylphenyl)hydrazino)ethylidene)-3,5-dioxopyrrolidin-2-yl)acetohydrazide